NC1=NN=C(S1)N1CC(CCC1)C#N 1-(5-amino-1,3,4-thiadiazol-2-yl)piperidine-3-carbonitrile